3-(cyclopropylmethoxy)-N-((3-methyl-4-(thiazol-2-yloxy)phenyl)carbamoyl)cyclobutane-1-carboxamide C1(CC1)COC1CC(C1)C(=O)NC(NC1=CC(=C(C=C1)OC=1SC=CN1)C)=O